3-Chloro-N-(4-((1-methylpiperidin-4-yl)oxy)benzyl)-1-((2-(trimethylsilyl)ethoxy)methyl)-1H-pyrrolo[2,3-b]pyridin-5-amine ClC1=CN(C2=NC=C(C=C21)NCC2=CC=C(C=C2)OC2CCN(CC2)C)COCC[Si](C)(C)C